tri(ethylhexyl)glycerol C(C)C(CCCCC)C(C(O)(C(CCCCC)CC)C(CCCCC)CC)(O)CO